6-(2-(3-Fluorophenyl)pyridin-3-yl)imidazo[1,2-a]pyridine FC=1C=C(C=CC1)C1=NC=CC=C1C=1C=CC=2N(C1)C=CN2